3-AMINO-4-FLUOROBENZALDEHYDE NC=1C=C(C=O)C=CC1F